(S)-2-((4-(6-((4-chloro-2-fluorobenzofuran-7-yl)methoxy)pyridin-2-yl)piperidin-1-yl)methyl)-1-(oxetane-2-ylmethyl)-1H-Benzo[d]imidazole-6-carboxylic acid ClC1=CC=C(C2=C1C=C(O2)F)COC2=CC=CC(=N2)C2CCN(CC2)CC2=NC1=C(N2C[C@H]2OCC2)C=C(C=C1)C(=O)O